C(C1=CC=CC=C1)(=O)C1=C(N)C(=CC(=C1)C(C1=CC=CC=C1)=O)OC 2,4-dibenzoyl-6-methoxyaniline